methyl(oxazol-4-yl)((4-(5-(trifluoromethyl)-1,2,4-oxadiazol-3-yl)benzyl)imino)-λ6-sulfanone CS(=O)(=NCC1=CC=C(C=C1)C1=NOC(=N1)C(F)(F)F)C=1N=COC1